C1(CC1)CN1CC[C@]23CCN(CC[C@]2([C@H]1CC1=CC=C(C=C13)OC)O)CCC=1C=NC=CC1 (5aS,6R,11bS)-14-(cyclopropylmethyl)-10-methoxy-3-(2-(pyridin-3-yl)ethyl)-2,3,4,5,6,7-hexahydro-6,11b-(epiminoethano)naphtho[1,2-d]azepin-5a(1H)-ol